5-[2-(2-hydroxyacetyl)-2,7-diazaspiro[3.5]nonan-7-yl]-5-(4-phenoxyphenyl)-1,3-diazinane OCC(=O)N1CC2(C1)CCN(CC2)C2(CNCNC2)C2=CC=C(C=C2)OC2=CC=CC=C2